Methyl (S)-2-(5,5-difluoro-1-(2-methyl-6-(1-methyl-5-(((methyl(propyl)carbamoyl)oxy)methyl)-1H-1,2,3-triazol-4-yl)pyridin-3-yl)piperidin-3-yl)acetate FC1(C[C@@H](CN(C1)C=1C(=NC(=CC1)C=1N=NN(C1COC(N(CCC)C)=O)C)C)CC(=O)OC)F